N-[[6-(3,3-dimethylbutyl)-6-azaspiro[2.5]octan-2-yl]methyl]-6-(5-fluoro-2-methoxy-phenyl)pyridazin-3-amine CC(CCN1CCC2(C(C2)CNC=2N=NC(=CC2)C2=C(C=CC(=C2)F)OC)CC1)(C)C